7-(8-((tert-butoxycarbonyl)amino)-3-((2-cyclopropyl-1-oxoisoindolin-5-yl)amino)-7-fluoroisoquinoline-6-yl)-8-methyl-2,3-dihydro-1H-pyrido[2,3-b][1,4]oxazine-1-carboxylate C(C)(C)(C)OC(=O)NC=1C(=C(C=C2C=C(N=CC12)NC=1C=C2CN(C(C2=CC1)=O)C1CC1)C1=C(C2=C(OCCN2C(=O)[O-])N=C1)C)F